[N+](=O)([O-])C1=C(C=CC=C1)S(=O)(=O)N1CC=2N(CCC1)N=C(C2)C(=O)OCC ethyl 5-(2-nitrophenyl)sulfonyl-4,6,7,8-tetrahydropyrazolo[1,5-a][1,4]diazepine-2-carboxylate